CC1=NN(C(C1C(=O)NC=1C=NC=CC1)=O)C1=CC=CC=C1 3-methyl-5-oxo-1-phenyl-N-(pyridin-3-yl)-4,5-dihydro-1H-pyrazole-4-carboxamide